C1(=CC=CC=C1)C1C(C1)N=C=O 2-phenylcyclopropyl isocyanate